Ethyl 6-[5-chloro-1-methyl-4-(trifluoromethyl)imidazol-2-yl]-5-fluoro-pyridine-3-carboxylate ClC1=C(N=C(N1C)C1=C(C=C(C=N1)C(=O)OCC)F)C(F)(F)F